[Si](C)(C)(C(C)(C)C)OC1=CC=C2C=CC=C(C2=C1)C#N 7-((tert-butyldimethylsilyl)oxy)-1-naphthonitrile